C1=C2C(=CC3=C1C(=O)OC3=O)C(=O)OC2=O Pyromellitic Acid Dianhydride